C(CCCCCCCCCCCCC)[N+](C)(C)[O-] Tetradecyl-dimethyl-amine oxide